7-(3-methylcyclobutoxy)imidazo[1,2-a]Pyridine-6-carboxylic acid methyl ester COC(=O)C=1C(=CC=2N(C1)C=CN2)OC2CC(C2)C